C(=O)(O)CCC=1NC2=CC=C(C=C2C1CCN1C(C=2C(C1=O)=CC=CC2)=O)OC 2-carboxyethyl-3-(2-phthalimidoethyl)-5-methoxyindole